7-((2,2-difluorocyclopropyl)methyl)-5-fluoro-2-(((3S,4R)-3-hydroxytetrahydro-2H-pyran-4-yl)amino)pyrrolo[2,1-f][1,2,4]triazine-6-carbonitrile FC1(C(C1)CC1=C(C(=C2C=NC(=NN21)N[C@H]2[C@@H](COCC2)O)F)C#N)F